N=1N(N=CC1)C=1C=CC(=NC1)N1C(N(C2=C(C1=O)C(=C(S2)C2=CC=C(C=C2)[N+](=O)[O-])C)CC2=C(C=CC=C2F)F)=O 3-(5-(2H-1,2,3-triazol-2-yl)pyrid-2-yl)-1-(2,6-difluorobenzyl)-5-methyl-6-(4-nitrophenyl)thieno[2,3-d]pyrimidine-2,4(1H,3H)-dione